FC=1C=C(C(=O)N[C@@H](CO)C=2N=NN(C2)[C@@H](CC(=O)NO)CC2=CC3=CC=CC=C3C=C2)C=CC1F 3,4-difluoro-N-[(1R)-2-hydroxy-1-[1-[(1R)-3-(hydroxyamino)-1-(2-naphthylmethyl)-3-oxo-propyl]triazol-4-yl]ethyl]benzamide